2-(2-chloro-4-(trifluoromethyl)phenyl)-4-oxo-3,4-dihydropyridine ClC1=C(C=CC(=C1)C(F)(F)F)C1=NC=CC(C1)=O